N-behenyl-acetamide C(CCCCCCCCCCCCCCCCCCCCC)NC(C)=O